2,2-Bis(4-carboxyphenyl)-hexafluoropropane C(=O)(O)C1=CC=C(C=C1)C(C(F)(F)F)(C(F)(F)F)C1=CC=C(C=C1)C(=O)O